ClC1=C(C)C=CC=C1Br 2-chloro-3-bromotoluene